N1=CC(=CC=C1)C(C)N 1-(pyridin-3-yl)ethylamine